o-tolylamid C1(=C(C=CC=C1)[NH-])C